7-(methylthio)chroman-4-ol CSC1=CC=C2C(CCOC2=C1)O